C1(CC1)SC1=C2C=CNC2=C(C(=C1OC=1C=CC(=C(C#N)C1)F)F)F 5-[(4-cyclopropylsulfanyl-6,7-difluoro-1H-indol-5-yl)oxy]-2-fluoro-benzonitrile